5-[4-(2,4-dimethyl-1H-imidazol-5-yl)piperidine-1-carbonyl]-6-methyl-N-(1-methylcyclopropyl)furo[2,3-d]pyrimidin-4-amine CC=1NC(=C(N1)C)C1CCN(CC1)C(=O)C1=C(OC=2N=CN=C(C21)NC2(CC2)C)C